OCC(C(C)(C)C)NC(=O)C=1N=C2N(C=CC(=C2)C)C1 N-(1-hydroxy-3,3-dimethylbut-2-yl)-7-methylimidazo[1,2-a]pyridine-2-carboxamide